di-allyl maleate C(\C=C/C(=O)OCC=C)(=O)OCC=C